2-(4-(1-(2,6-dioxopiperidin-3-yl)-3-methyl-2-oxo-2,3-dihydro-1H-benzo[d]imidazol-5-yl)-3-fluorophenyl)acetic acid O=C1NC(CCC1N1C(N(C2=C1C=CC(=C2)C2=C(C=C(C=C2)CC(=O)O)F)C)=O)=O